ClC1=C2C=CC=NC2=C(C(=C1)C(NC(CCC)=O)C1=CC(=CC=C1)C#N)O N-((5-chloro-8-hydroxyquinolin-7-yl)(3-cyanophenyl)methyl)butyramide